4-(5-Cyclopropylthiophen-2-yl)benzaldehyde C1(CC1)C1=CC=C(S1)C1=CC=C(C=O)C=C1